CC1=NC=CC(=C1C)C1=C(C=C2C=NN(C2=C1)C)NC1=C2C(N(C(C2=CC=C1)=O)C1C(NC(CC1)=O)=O)=O 4-((6-(2,3-dimethylpyridin-4-yl)-1-methyl-1H-indazol-5-yl)amino)-2-(2,6-dioxopiperidin-3-yl)isoindoline-1,3-dione